C(CCC)OC(C(=C)C)=O n-Butylmethacrylat